C(C=C)(=O)OC1OC(OC1)(CC(C)C)C acryloyloxy-2-methyl-2-isobutyl-1,3-dioxolane